3-chloro-2,6-difluoropyridine ClC=1C(=NC(=CC1)F)F